ClC1=NC=CC(=N1)N1N=C(C2=CC=CC=C12)NC=1C=C2C=NN(C2=CC1)C1OCCCC1 1-(2-chloropyrimidin-4-yl)-N-(1-tetrahydropyran-2-ylindazol-5-yl)indazol-3-amine